ONC(\C=C\C1=C(C=CC=C1)N1CCN(CC1)S(=O)(=O)C=1C=NC(=CC1)C(F)(F)F)=O (E)-N-hydroxy-3-(2-(4-((6-(trifluoromethyl)pyridin-3-yl)sulfonyl)piperazin-1-yl)phenyl)acrylamide